FC=1C=C2C(=NNC(C2=CC1F)=O)[C@@H](C)NCC |r| racemic-6,7-difluoro-4-(1-(ethylamino)ethyl)phthalazin-1(2H)-one